(2R)-1-acetyl-4-(3-(cyclopropylmethoxy)-4-(difluoromethoxy)phenyl)-N-((2-methyl-1-oxoisoindolin-5-yl)methyl)pyrrolidine-2-carboxamide C(C)(=O)N1[C@H](CC(C1)C1=CC(=C(C=C1)OC(F)F)OCC1CC1)C(=O)NCC=1C=C2CN(C(C2=CC1)=O)C